C1(=CC=CC=C1)/C=C/[C@H]1CC(CC(O1)=O)=O (6R)-6-[(1E)-2-phenylvinyl]tetrahydropyran-2,4-dione